(2R,3R,4S,5S)-2-(4-methyl-7H-pyrrolo[2,3-d]pyrimidin-7-yl)-5-((R)-5-(trifluoromethyl)-1,3-dihydroisobenzofuran-1-yl)tetrahydrofuran-3,4-diol CC=1C2=C(N=CN1)N(C=C2)[C@@H]2O[C@@H]([C@H]([C@H]2O)O)[C@@H]2OCC1=CC(=CC=C21)C(F)(F)F